CC1CN2C(O1)=C(C=N2)S(=O)(N)=N methyl-2,3-dihydropyrazolo[5,1-b]oxazole-7-sulfonimidamide